tert-butyl (exo)-7-hydroxy-3-oxa-9-azabicyclo[3.3.1]nonane-9-carboxylate OC1CC2COCC(C1)N2C(=O)OC(C)(C)C